(S)-N-(1-amino-3-hydroxy-2-methyl-1-oxopropan-2-yl)-5-((cyclopropylmethyl)(isopropyl)amino)-2-methylbenzofuran-3-carboxamide NC([C@@](CO)(C)NC(=O)C1=C(OC2=C1C=C(C=C2)N(C(C)C)CC2CC2)C)=O